FC=1C(=NC=CC1)\C=C\S(=O)(=O)C1=CC=C(C=C1)F (E)-3-fluoro-2-(2-(4-fluorophenylsulfonyl)vinyl)pyridine